C(C)(C)(C)OC(=O)N1CCN(CC1)C1=NC=C(C=C1)C=1C=2N(C=C(C1)C1=NN(C=C1)C)N=CC2C#N 4-(5-(3-cyano-6-(1-methyl-1H-pyrazol-3-yl)pyrazolo[1,5-a]pyridin-4-yl)pyridin-2-yl)piperazine-1-carboxylic acid tert-butyl ester